CC=1C(=C2C=CNC2=C(C1)C)CC1N(CCCC1C1=CC=C(C(=O)O)C=C1)CC 4-(((5,7-dimethyl-1H-indol-4-yl)methyl)-1-ethylpiperidin-3-yl)benzoic acid